1-cyclobutyl-6-keto-nicotinaldehyde C1(CCC1)N1C=C(C=O)C=CC1=O